FC1=CC=C(C=C1)N1N=CC2=C1C=C1CCN(C[C@]1(C2)C(=O)C2=NC=CC=N2)S(=O)(=O)C=2C=C(C=CC2)C (R)-(1-(4-fluorophenyl)-6-(m-tolylsulfonyl)-4,4a,5,6,7,8-hexahydro-1H-pyrazolo[3,4-g]isoquinolin-4a-yl)(pyrimidin-2-yl)methanone